(E)-3-(8-(2-methoxyethyl)-3-(p-tolyl)-1,4,8-triazaspiro[4.5]dec-1,3-dien-2-yl)-N-(quinolin-3-yl)acrylamide COCCN1CCC2(N=C(C(=N2)/C=C/C(=O)NC=2C=NC3=CC=CC=C3C2)C2=CC=C(C=C2)C)CC1